BrC=1C=C2C=CC(N(C2=CC1I)C=1C(=NC=CC1C)C(C)C)=O 6-bromo-7-iodo-1-(2-isopropyl-4-methylpyridin-3-yl)-2-oxo-1,2-dihydroquinoline